N1(C=CC=2C1=NC=CC2)C(=O)[O-] pyrrolo[2,3-b]pyridine-1-carboxylate